C1CC(=CN([C@H]1O)[C@H]2[C@@H]([C@@H]([C@H](O2)COP(=O)(O)OP(=O)(O)OC[C@@H]3[C@H]([C@H]([C@@H](O3)N4C=NC5=C(N=CN=C54)N)O)O)O)O)C(=O)N The molecule is a tetrahydronicotinamide adenine dinucleotide obtained by formal stereo- and regioselective hydration across the 5,6-double bond in the nicotinyl ring of NADH, with the hydroxy group located at position 6, having (S)-configuration. It is a tetrahydronicotinamide adenine dinucleotide and a hemiaminal. It derives from a NADH. It is a conjugate base of a (S)-NADHX(1+). It is a conjugate acid of a (S)-NADHX(1-).